O=C1NC(CCC1N1C(C2=CC=C(C=C2C1=O)NS(=O)(=O)C1=C(C=CC=C1)F)=O)=O N-(2-(2,6-dioxopiperidin-3-yl)-1,3-dioxoisoindolin-5-yl)-2-fluorobenzenesulfonamide